(2r,5s)-4-(3-iodo-1-tosyl-1H-pyrrolo[3,2-c]pyridin-4-yl)-2,5-dimethylpiperazine-1-carboxylic acid tert-butyl ester C(C)(C)(C)OC(=O)N1[C@@H](CN([C@H](C1)C)C1=NC=CC2=C1C(=CN2S(=O)(=O)C2=CC=C(C)C=C2)I)C